1-(3-chlorophenyl)-3-(2-fluoropyridin-4-yl)urea ClC=1C=C(C=CC1)NC(=O)NC1=CC(=NC=C1)F